6-(5-(2-(dimethylamino)cyclohexyl)pyridin-3-yl)-N-(trans-4-morpholinocyclohexyl)-9H-pyrimido[4,5-b]indol-4-amine CN(C1C(CCCC1)C=1C=C(C=NC1)C=1C=C2C3=C(NC2=CC1)N=CN=C3N[C@@H]3CC[C@H](CC3)N3CCOCC3)C